OC(C)([C@H](C(C)C)NC(OC(C)(C)C)=O)C (S)-tert-butyl (2-hydroxy-2,4-dimethylpentan-3-yl)carbamate